(1,1,2,2-tetrafluoroethyltetrafluoro-λ6-sulfanyl)benzene FC(C(F)F)(F)S(F)(F)(F)(F)C1=CC=CC=C1